FC(C=1C=C(C=NC1)N1CC2(CC2)[C@H](C1)NC(OC(C)(C)C)=O)(F)F tert-butyl (R)-(5-(5-(trifluoromethyl) pyridin-3-yl)-5-azaspiro[2.4]heptan-7-yl)carbamate